tert-butyl hexahydro-6,11b-(epiminoethano)naphtho[1,2-d]azepine-3(4H)-carboxylate C1CN(CCC2C13C1=CC=CC=C1CC2NCC3)C(=O)OC(C)(C)C